CC1(C2=CC=CC=C2C=2C=CC(=CC12)C1=CC=C(C=C1)[N+](=O)[O-])C 9,9-dimethyl-2-(4-nitrophenyl)-9H-fluorene